4-(((S)-2-Hydroxy-1-methylethyl)sulfonamido)-N-(2-((R)-2-methylmorpholino)pyrimidin-4-yl)-2-(6-azaspiro[2.5]octan-6-yl)benzamide OC[C@H](C)S(=O)(=O)NC1=CC(=C(C(=O)NC2=NC(=NC=C2)N2C[C@H](OCC2)C)C=C1)N1CCC2(CC2)CC1